Glyceryl Stearat C(CCCCCCCCCCCCCCCCC)(=O)OCC(O)CO